tert-butyl 4-(5-chloropyrazolo[4,3-b]pyridin-2-yl)piperidine-1-carboxylate ClC=1C=CC=2C(N1)=CN(N2)C2CCN(CC2)C(=O)OC(C)(C)C